C(C)(C)C1=NC(=CC2=C1NC1=CC=CC=C21)C(=O)O 1-isopropyl-9H-pyrido[3,4-b]indole-3-carboxylic acid